5-(4-trifluoromethoxyphenyl)-1,3,4-oxadiazol FC(OC1=CC=C(C=C1)C1=NN=CO1)(F)F